4-(ethynylphenyl)porphyrin C(#C)C1=C(C=CC=C1)C12CC=C(N1)C=C1C=CC(C=C3C=CC(=CC=4C=CC(=C2)N4)N3)=N1